3-(3-Chloro-4-fluorophenyl)-1-(1-(1-methoxyisoquinolin-4-yl)ethyl)-1-(3-methoxypropyl)urea ClC=1C=C(C=CC1F)NC(N(CCCOC)C(C)C1=CN=C(C2=CC=CC=C12)OC)=O